C(C=C)C1N(CCC1)C1=C(C=C(C(=N1)C(=O)O)NC(=O)OC(C)(C)C)C(F)(F)F 6-(2-allyl-pyrrolidin-1-yl)-3-(tert-butoxycarbonylamino)-5-(trifluoromethyl)pyridine-2-carboxylic acid